Acetic acid (8-difluoromethyl-6-fluoro-3,3-dimethyl-3,4-dihydro-1H-quinoxalin-2-ylidene)-hydrazide FC(C=1C=C(C=C2NC(C(NC12)=NNC(C)=O)(C)C)F)F